COC(=O)C=1C=CC2=C(N(C(=N2)C(C)C2CCN(CC2)C2=NC(=CC=C2)Cl)C[C@H]2OCC2)C1 2-(1-(1-(6-chloropyridin-2-yl)piperidin-4-yl)ethyl)-1-(((S)-oxetane-2-yl)methyl)-1H-benzo[d]imidazole-6-carboxylic acid methyl ester